C(CCCCCCC)(=O)OCCC 1-propyl octanoate